ClC1=C(C=CC=C1)[C@@H]1[C@](O1)(C1=C(C=C(C=C1)F)F)CN1N=CNC1=S 2-{[(2S,3R)-3-(2-chlorophenyl)-2-(2,4-difluorophenyl)oxiran-2-yl]Methyl}-2,4-dihydro-3H-1,2,4-triazole-3-thione